OCCS(=O)(=O)NC1=CC(=C(C(=O)NC=2C3=C(SC2)C=CC(=C3)C)C=C1)N1CCC3(CC3)CC1 4-((2-hydroxyethyl)sulphonamido)-N-(5-methylbenzo[b]thiophen-3-yl)-2-(6-azaspiro[2.5]octan-6-yl)benzamide